2-amino-2-(3-chlorophenyl)propionic acid NC(C(=O)O)(C)C1=CC(=CC=C1)Cl